3-[4-(4-{6-Bromo-7-[(1-methylpiperidin-4-yl)amino]-3H-imidazo[4,5-b]pyridin-2-yl}phenyl)piperazin-1-yl]propan-1-ol BrC=1C(=C2C(=NC1)NC(=N2)C2=CC=C(C=C2)N2CCN(CC2)CCCO)NC2CCN(CC2)C